C[C@H]1CN(CCN1)C(=O)C=1N=C(SC1)C=1C=NN(C1)C1=C(C=CC=C1)C(F)(F)F (3S)-3-methyl-1-(2-{1-[2-(trifluoromethyl)phenyl]-1H-pyrazol-4-yl}-1,3-thiazole-4-carbonyl)piperazine